BrC1=CC2=C(C=C1)C1=CC=CC=C1[C@@]21[C@@H](C(C2=C(C=CC(=C12)C)C)(C)C)C |o1:13,14| (2'R*,9S*)-2-bromo-2',3',3',4',7'-pentamethyl-2',3'-dihydrospiro[fluorene-9,1'-indene]